BrC1=C(C=O)C(=CC(=C1C1CC1)Cl)F 2-bromo-4-chloro-3-cyclopropyl-6-fluorobenzaldehyde